(3,4-difluorophenyl)-5-(3,3-dimethyl-2-oxo-1-(pyrimidin-4-yl)indolin-4-yl)-2-(trifluoromethyl)nicotinamide FC=1C=C(C=CC1F)C1=NC(=C(C(=O)N)C=C1C1=C2C(C(N(C2=CC=C1)C1=NC=NC=C1)=O)(C)C)C(F)(F)F